2'-methyl-6'-(1-methyltriazol-4-yl)-2-(trifluoromethyl)spiro[4,5-dihydrothieno[2,3-c]pyran-7,4'-piperidin]-4-ol CC1NC(CC2(C1)OCC(C1=C2SC(=C1)C(F)(F)F)O)C=1N=NN(C1)C